N-(2-hydroxyethyl)-6-bromo-N,N-dimethyl-4-oxohexan-1-aminium bromide [Br-].OCC[N+](CCCC(CCBr)=O)(C)C